OC(=O)[C@](C([2H])[2H])(C1=CC=C(CC(C)C)C=C1)[2H] |r| rac-ibuprofen-d3